(2S,3R)-3-bromobutan-2-yl acetate C(C)(=O)O[C@@H](C)[C@@H](C)Br